C[N+]=1N(C(=CC1)C)C 1,2,3-trimethyl-pyrazolium